N-(4-bromo-2-pyridinyl)acetamide BrC1=CC(=NC=C1)NC(C)=O